trans-4-[1-(3-chlorophenyl)-7-methoxy-2,4-dioxo-pyrimido[5,4-c]quinolin-3-yl]cyclohexanecarboxylic acid tert-butyl ester C(C)(C)(C)OC(=O)[C@@H]1CC[C@H](CC1)N1C(N(C2=C(C=NC=3C(=CC=CC23)OC)C1=O)C1=CC(=CC=C1)Cl)=O